ClC1=CC=C(C=C1)NC(NCCC1=C(C(=C(C(=C1F)F)F)F)F)=O 3-(4-Chlorophenyl)1-[2-(2,3,4,5,6-pentafluorophenyl)ethyl]urea